ClC1=NC(=NC(=N1)Cl)C=1C=C(C=CC1)C1=CC=CC=C1 2,4-dichloro-6-(biphenyl-3-yl)-1,3,5-triazine